α,α-Diethoxyacetophenon C(C)OC(C(=O)C1=CC=CC=C1)OCC